N1-(2-(4,4-dimethylpiperidin-1-yl)pyrimidin-5-yl)cyclohexane-1,4-diamine CC1(CCN(CC1)C1=NC=C(C=N1)NC1CCC(CC1)N)C